FC1=CC=C(C=2N=C(SC21)N)C2=C(C=C1C(=NC=NC1=C2F)N2CCNCC2)C(F)(F)F 7-fluoro-4-[8-fluoro-4-(piperazin-1-yl)-6-(trifluoromethyl)quinazolin-7-yl]-1,3-benzothiazol-2-amine